1,2,3,4-tetrahydrobenzo[4,5]imidazole N1CNC2C1=CC=CC2